C1(CC1)C=1C=NN(C1CO[C@H]1[C@@H]2CN([C@H](C1)C2)C2=C(C=C(C=C2)CCC(=O)O)F)C2=C(C=CC=C2F)F 3-{4-[(1S,4S,5R)-5-{[4-cyclopropyl-1-(2,6-difluorophenyl)-1H-pyrazol-5-yl]methoxy}-2-azabicyclo[2.2.1]heptan-2-yl]-3-fluorophenyl}propanoic acid